P(O)(O)(=S)O[C@H]1[C@]([C@@H](O[C@@H]1CO)N1C(=O)N=C(N)C=C1)(O)OC.ClC=1N=CC2=C(C=CC(=C2C1)C(C)C)N1CC(C1)CS(=O)(=O)N (1-(3-chloro-5-isopropylisoquinolin-8-yl)azetidin-3-yl)methanesulfonamide 2'-methoxycytidine-3'-phosphorothioate